C(C)(C)(C)OC(=O)N1CC2(C1)CN(C2)C2=CC=C(C=C2)C=2C=C1C(N(CC1=C(C2)F)C(C(=O)OCC)C2=C1N(C=N2)CCC1)=O 6-[4-[2-[1-(6,7-dihydro-5H-pyrrolo[1,2-c]imidazol-1-yl)-2-ethoxy-2-oxo-ethyl]-7-fluoro-3-oxo-isoindol-5-yl]phenyl]-2,6-diazaspiro[3.3]heptane-2-carboxylic acid tert-butyl ester